C(#N)CC(=O)N1CCN(CC1)C=1C2=C(N=C(N1)NC(=O)C1CC1)NC=C2 N-(4-(4-(2-cyanoacetyl)piperazin-1-yl)-7H-pyrrolo[2,3-d]pyrimidin-2-yl)cyclopropylcarboxamide